4-((S)-2-(4-(3-methoxyphenyl)thiazol-2-yl)-2-pivaloylaminoethyl)phenylaminosulfonic acid COC=1C=C(C=CC1)C=1N=C(SC1)[C@H](CC1=CC=C(C=C1)NS(=O)(=O)O)NC(C(C)(C)C)=O